Z-3a-hydroxy-6-ethylidene-7-keto-5β-cholan-24-oic acid O[C@H]1C[C@H]2/C(/C([C@H]3[C@@H]4CC[C@H]([C@@H](CCC(=O)O)C)[C@]4(CC[C@@H]3[C@]2(CC1)C)C)=O)=C/C